ClC=1C=C(C=CC1OCC1=NC(=CC=C1)F)NC1=NC=NC2=CC=C(C=C12)C1CNCCC1 N-[3-Chloro-4-[(6-fluoro-2-pyridyl)methoxy]phenyl]-6-(3-piperidyl)quinazolin-4-amine